(1S,4s)-4-(2-((1R,3R,4R)-3-hydroxy-4-methylcyclohexylamino)-8-(2,4,6-trifluorophenylamino)-9H-purin-9-yl)cyclohexanecarboxamide O[C@@H]1C[C@@H](CC[C@H]1C)NC1=NC=C2N=C(N(C2=N1)C1CCC(CC1)C(=O)N)NC1=C(C=C(C=C1F)F)F